CSC1=CC=C(C=C1)C1=NC=NC=N1 2-(p-methylthiophenyl)-s-triazine